acetic acid Lutetium [Lu].C(C)(=O)O